C(C)N1/C(/S\C(\C1=O)=C\1/C(NC2=C(C=CC=C12)F)=O)=N/C1=CC=C(C=C1)S(=O)(=O)N 4-(((Z)-3-ethyl-5-((Z)-7-fluoro-2-oxoindolin-3-ylidene)-4-oxothiazolidin-2-ylidene)amino)benzenesulfonamide